4-methylpyrido[3,4-d]Pyridazin-1-amine CC=1N=NC(=C2C1C=NC=C2)N